C(C(=C)C)(=O)OCCNC(N(CCC[Si](OC)(OC)OC)C1=CC=CC=C1)=O 3,3-dimethoxy-8-oxo-7-phenyl-2-oxa-7,9-diaza-3-silaundec-11-yl methacrylate